3-NITRO-5-VINYLPHENYLBORONIC ACID [N+](=O)([O-])C=1C=C(C=C(C1)C=C)B(O)O